4-(2-Amino-2-methylpropanoyl)-N-[1-(4-{[(3S)-3-aminopiperidin-1-yl]methyl}phenyl)-2-oxo-1,2-dihydropyrimidin-4-yl]piperazine-1-carboxamide hydrochloride salt Cl.NC(C(=O)N1CCN(CC1)C(=O)NC1=NC(N(C=C1)C1=CC=C(C=C1)CN1C[C@H](CCC1)N)=O)(C)C